BrC1=CC2=C(OCC=C[C@@H]2C2=CC=CC=C2)C(=C1)NC(CC1=CC=C(C=C1)C)=O |r| (+/-)-N-(7-bromo-5-phenyl-2,5-dihydrobenzo[b]oxepin-9-yl)-2-(p-tolyl)acetamide